8-[1-(2,2-difluoroethyl)-1H-pyrazolo[3,4-b]pyrazin-6-yl]-2-{[4-(trifluoromethyl)pyridin-2-yl]methyl}-2,8-diazaspiro[4.5]decan-1-one FC(CN1N=CC=2C1=NC(=CN2)N2CCC1(CCN(C1=O)CC1=NC=CC(=C1)C(F)(F)F)CC2)F